CC1C(C(CC=C1)(C)C)C(C=CC)=O 1-(2,6,6-trimethyl-3-cyclohexenyl)-2-buten-1-one